tert-butyl N-[(E)-3-fluoro-2-[(1-keto-3,4-dihydro-2H-isoquinoline-6-oxy)oxymethyl]allyl]carbamate F/C=C(\CNC(OC(C)(C)C)=O)/COOC=1C=C2CCNC(C2=CC1)=O